NC=1C(=NC(=C(N1)C1=CC=C(C=C1)F)C1=CC(=NC(=C1)C)C)C(=O)NCC1=C(C(=CC=C1)F)OC 3-amino-6-(2,6-dimethylpyridin-4-yl)-N-(3-fluoro-2-methoxybenzyl)-5-(4-fluorophenyl)pyrazine-2-carboxamide